N-(tert-butyl)-3-(4-((2-chloro-1H-imidazole-1-yl)methyl)phenyl)-4-fluoro-5-isobutylthiophene-2-sulfonamide C(C)(C)(C)NS(=O)(=O)C=1SC(=C(C1C1=CC=C(C=C1)CN1C(=NC=C1)Cl)F)CC(C)C